ClC=1C=C(OC2CCC(CC2)NC(C2=CC=C(C=C2)CCC=O)=O)C=CC1C#N N-((1r,4r)-4-(3-chloro-4-cyanophenoxy)cyclohexyl)-4-(3-oxopropyl)benzamide